methyl 5-benzyl-3-(chloromethyl)-4,5-dihydroisoxazole-5-carboxylate C(C1=CC=CC=C1)C1(CC(=NO1)CCl)C(=O)OC